FC(CC1=CC=C(C=C1)C1=CC(=C2C=NC(=NN21)N[C@H]2[C@@H](COCC2)O)F)F (3S,4R)-4-((7-(4-(2,2-difluoroethyl)phenyl)-5-fluoropyrrolo[2,1-f][1,2,4]triazin-2-yl)amino)tetrahydro-2H-pyran-3-ol